N1CCC(CC1)O[C@@H](CCNN1C(C2=CC=CC=C2C1=O)=O)C ((R)-3-(piperidin-4-yloxy)butylamino)isoindoline-1,3-dione